4-((2,5-dimethyl-4,5-dihydro-[1,2,4]triazolo[1,5-a]quinoxalin-6-yl)amino)-6-((3,5-dimethylphenyl)amino)-N-(methyl-d3)pyridazine-3-carboxamide CC1=NN2C(CN(C3=C(C=CC=C23)NC2=C(N=NC(=C2)NC2=CC(=CC(=C2)C)C)C(=O)NC([2H])([2H])[2H])C)=N1